ClC=1C=C(C=CC1C(=O)N1CCN(CC1)C(=O)C1CCNCC1)NC(=O)C=1N(C(=CN1)C=1C(=NN(C1)C=1C=NN(C1C)CCOC)C(F)(F)F)C N-[3-chloro-4-[4-(piperidine-4-carbonyl)piperazine-1-carbonyl]phenyl]-5-[1-[1-(2-methoxyethyl)-5-methyl-pyrazol-4-yl]-3-(trifluoromethyl)pyrazol-4-yl]-1-methyl-imidazole-2-carboxamide